4-Ethyl-benzenesulfonic acid C(C)C1=CC=C(C=C1)S(=O)(=O)O